2-(2-fluoro-5-nitrophenyl)ethane-1-amine FC1=C(C=C(C=C1)[N+](=O)[O-])CCN